ClC1=CC=C(C=C1)NC1=NC2=C(C=C(C=C2C(N1C)=O)C)C(C)NC1=C(C(=O)O)C=CC=C1 2-((1-(2-((4-chlorophenyl)amino)-3,6-dimethyl-4-oxo-3,4-dihydroquinazolin-8-yl)ethyl)amino)benzoic acid